C(C)(C)(C)OC(=O)N1CCC(CC1)\C=C\C1=C(C=NN1C1CC1)C1=C(C=CC=C1Cl)Cl (E)-4-(2-(1-cyclopropyl-4-(2,6-dichlorophenyl)-1H-pyrazol-5-yl)vinyl)piperidine-1-carboxylic acid tert-butyl ester